(2S)-2-Amino-4-(4-((4-chlorophenyl)(phenyl)methyl)piperazin-1-yl)-1-(5-fluoroisoindolin-2-yl)butane-1,4-dione bis-(2,2,2-trifluoroacetate) FC(C(=O)O)(F)F.FC(C(=O)O)(F)F.N[C@H](C(=O)N1CC2=CC=C(C=C2C1)F)CC(=O)N1CCN(CC1)C(C1=CC=CC=C1)C1=CC=C(C=C1)Cl